FC1(C[C@@](C[C@H]1NS(=O)(=O)C)(C(=O)[O-])CC1=CC(=CC=C1)B1OC(C(O1)(C)C)(C)C)F (1R,4R)-3,3-difluoro-4-(methylsulfonamido)-1-(3-(4,4,5,5-tetramethyl-1,3,2-dioxaborolan-2-yl)benzyl)cyclopentane-1-carboxylate